BrC1=CN=C(C(=N1)CNC(=O)[C@H]1C[C@@H](CC1)NC(OC(C)(C)C)=O)Cl tert-butyl N-[(1R,3R)-3-[(6-bromo-3-chloro-pyrazin-2-yl)methylcarbamoyl]-cyclopentyl]carbamate